2-Dimethylphosphoryl-benzonitrile CP(=O)(C)C1=C(C#N)C=CC=C1